NC1=C(C=CC(=C1)F)NC(C1=CC=C(C=C1)CN1C(N\C(\C1=O)=C/C=1C=NC=CC1)=O)=O (Z)-N-(2-amino-4-fluorophenyl)-4-((2,5-dioxo-4-(pyridin-3-ylmethylene)imidazolidin-1-yl)methyl)benzamide